NC=1SC(=C(N1)C=1C(=C(C=CC1)CC(=O)N)F)C1=NC(=NC=C1)NC1CC2(CS(C2)(=O)=O)C1 (3-(2-amino-5-(2-((2,2-dioxo-2-thiaspiro[3.3]hept-6-yl)amino)pyrimidin-4-yl)-thiazol-4-yl)-2-fluorophenyl)acetamide